5-bromo-8-nitroquinoline BrC1=C2C=CC=NC2=C(C=C1)[N+](=O)[O-]